C(C1=CC=CC=C1)OC[C@H]1COC2=C(O1)C=C(C(=C2)C(=O)O)CO (S)-2-((benzyloxy)methyl)-7-(hydroxymethyl)-2,3-dihydrobenzo[b][1,4]dioxine-6-carboxylic acid